ClC1=C(CN2CCC(CC2)C=2C=C3CN(C(C3=CC2)=O)C2C(NC(CC2)=O)=O)C=CC(=C1)F 3-(5-(1-(2-chloro-4-fluorobenzyl)piperidin-4-yl)-1-oxoisoindolin-2-yl)piperidine-2,6-dione